(S,E)-3-(5-(4-(4-(2-(4-(1-(4-hydroxyphenyl)-2-phenylbut-1-en-1-yl)phenoxy)ethyl)piperazine-1-carbonyl)piperazin-1-yl)-1-oxoisoindolin-2-yl)piperidine-2,6-dione OC1=CC=C(C=C1)/C(=C(/CC)\C1=CC=CC=C1)/C1=CC=C(OCCN2CCN(CC2)C(=O)N2CCN(CC2)C=2C=C3CN(C(C3=CC2)=O)[C@@H]2C(NC(CC2)=O)=O)C=C1